C(C=C)(=O)OCCCCCC[Si](C)(C)Cl acryloxypentyl-chlorotrimethylsilane